N1(N(C=CC2=CC=CC=C12)C(=O)[O-])C(=O)[O-] cinnoline-1,2-dicarboxylate